C(OCCCCC#N)#N Oxa-pimelonitrile